(2R,3S,5S)-5-methyl-2-((((CIS)-4-phenylcyclohexyl)oxy)methyl)-3-(1-((2-(trimethylsilyl)ethoxy)methyl)-1H-pyrazol-5-yl)piperidine C[C@H]1C[C@@H]([C@@H](NC1)CO[C@@H]1CC[C@@H](CC1)C1=CC=CC=C1)C1=CC=NN1COCC[Si](C)(C)C